FC1=C(C(=C(C(=C1F)F)F)F)[B-](C1=C(C(=C(C(=C1F)F)F)F)F)(C1=C(C(=C(C(=C1F)F)F)F)F)C1=C(C(=C(C(=C1F)F)F)F)F.C[NH+](CCCCCCCCCCCC)CCCCCCCCCCCC N-methyl-N,N-didodecylammonium [tetrakis(perfluorophenyl) borate]